2-(2-(2-(2-methoxyethoxy)ethoxy)ethoxy)methyl-oxirane COCCOCCOCCOCC1OC1